ClC1=C(C=C(OCC(=O)NC23[C@H](CC(CC2)(CC3)NC(COC3=CC(=C(C=C3)C)C)=O)O)C=C1)F 2-(4-chloro-3-fluorophenoxy)-N-{(2S)-4-[2-(3,4-dimethylphenoxy)acetamido]-2-hydroxybicyclo[2.2.2]octan-1-yl}acetamide